COC=1N(C(C=2NC(=NC2N1)C=1C=NN(C1)CC1=CC(=CC=C1)C(F)(F)F)=O)CCC 2-Methoxy-1-propyl-8-[1-(3-trifluoromethyl-benzyl)-1H-pyrazol-4-yl]-1,7-dihydro-purin-6-one